P(OCC1=CC(=C(C(=C1)C(C)(C)C)O)C(C)(C)C)([O-])[O-] 3,5-di-tert-butyl-4-hydroxybenzyl phosphite